(3-fluorobicyclo[1.1.1]pentan-1-yl)-N2-((S)-1-(((S)-4-hydroxy-3-oxo-1-((S)-2-oxopiperidin-3-yl)butan-2-yl)amino)-3-(1-methylcyclobutyl)-1-oxopropan-2-yl)oxalamide FC12CC(C1)(C2)NC(C(=O)N[C@H](C(=O)N[C@@H](C[C@H]2C(NCCC2)=O)C(CO)=O)CC2(CCC2)C)=O